R-penicillamine N[C@@H](C(C)(C)S)C(=O)O